NC1=NC(=NC=C1)CNC(CNC(OC(C)(C)C)=O)=O tert-Butyl 2-((4-aminopyrimidin-2-yl)methylamino)-2-oxoethylcarbamate